BrC=1C=C2CCO[C@@H](C2=CC1)[C@H]1NCCC1 (S)-2-((S)-6-bromoisochroman-1-yl)pyrrolidine